C(C)N(S(=O)(=O)NC=1C(=C(C=C(C1)F)C=1C(=NN(C1)C1=CC=C(C=C1)N1CCN(CC1)C(=O)OC(C)(C)C)C1=CC=NC=C1)F)C tert-butyl 4-{4-[4-(3-{[ethyl(methyl)sulfamoyl]amino}-2,5-difluorophenyl)-3-(pyridin-4-yl)pyrazol-1-yl]phenyl}piperazine-1-carboxylate